CC1(C/C(/CO1)=N/NS(=O)(=O)C1=CC=C(C=C1)C)C (Z)-N'-(5,5-Dimethyldihydrofuran-3(2H)-ylidene)-4-methylbenzenesulfonohydrazide